(R)-3-(4-(benzyloxy)phenyl)-2-((S)-2-hydroxypropionamido)propionic acid C(C1=CC=CC=C1)OC1=CC=C(C=C1)C[C@H](C(=O)O)NC([C@H](C)O)=O